(R)-3-(benzyloxy)propane C(C1=CC=CC=C1)OCCC